FC1=C(CN)C=C(C(=C1)F)F 2,4,5-trifluorobenzylamine